5-(2-(2-(4-fluorophenyl-2,3,5,6-d4)-5-methylpiperidin-1-yl-2-d)-2-oxoacetamido)nicotinamide FC1=C(C(=C(C(=C1[2H])[2H])C1(N(CC(CC1)C)C(C(=O)NC=1C=NC=C(C(=O)N)C1)=O)[2H])[2H])[2H]